Cl.Cl.CN1CCN(CC1)[C@@H]1[C@H](NCC1)C 1-Methyl-4-((2R,3S)-2-methylpyrrolidin-3-yl)piperazine dihydrochloride